4-(6-(4-(Methoxycarbonyl)phenyl)-4-(5-nitrothiophene-2-carboxamido)tert-butyl-1H-pyrazolo[3,4-d]pyrimidin-1-yl)piperidine-1-carboxylic acid tert-butyl ester C(C)(C)(C)OC(=O)N1CCC(CC1)N1N=C(C=2C1=NC(=NC2NC(=O)C=2SC(=CC2)[N+](=O)[O-])C2=CC=C(C=C2)C(=O)OC)C(C)(C)C